4-{[(2S,6R)-6-(5-methyl-2,4-dioxopyrimidine-1-yl)-4-tritylmorpholin-2-yl]methoxy}-4-oxobutanoic acid CC=1C(NC(N(C1)[C@@H]1O[C@@H](CN(C1)C(C1=CC=CC=C1)(C1=CC=CC=C1)C1=CC=CC=C1)COC(CCC(=O)O)=O)=O)=O